N-(1-(7-(2-Methoxyethoxy)quinolin-5-yl)cyclopropyl)-2-methyl-5-((1-methylazetidin-2-yl)methoxy)benzamide COCCOC1=CC(=C2C=CC=NC2=C1)C1(CC1)NC(C1=C(C=CC(=C1)OCC1N(CC1)C)C)=O